C(CCC)(=O)N[C@H]1C(O)O[C@@H]([C@H]([C@@H]1OC([C@@H](N)C(C)C)=O)O)CO 2-N-butyryl-3-O-(L-valinyl)-D-glucosamine